NC=1C(C2=CN=C(N=C2N2C=3C=CC=CC3SC12)N1CCNCC1)=O 9-Amino-4-piperazin-1-yl-11-thia-1,3,5-triazatetracyclo[8.7.0.02,7.012,17]heptadeca-2,4,6,9,12(17),13,15-heptaen-8-one